C(=O)(OC(C)(C)C)N1CCCC(=C1)B1OC(C)(C)C(C)(C)O1 N-Boc-3,4-dihydropyridine-5-boronic acid pinacol ester